Tert-butyl (2-((2-aminoethyl)amino)-2-oxoethyl)carbamate NCCNC(CNC(OC(C)(C)C)=O)=O